(1-(3-fluorophenyl)-1H-indazol-5-yl)(4-(1-(1-phenylethyl)-1H-benzo[d]imidazol-2-yl)piperidin-1-yl)methanone FC=1C=C(C=CC1)N1N=CC2=CC(=CC=C12)C(=O)N1CCC(CC1)C1=NC2=C(N1C(C)C1=CC=CC=C1)C=CC=C2